(6-(2,5-diazabicyclo[2.2.2]oct-2-yl)pyridin-3-yl)-6-ethoxy-1H-pyrazolo[3',4':3,4]pyrazolo[1,5-a]pyridine hydrochloride Cl.C12N(CC(NC1)CC2)C2=CC=C(C=N2)N2N=CC=1C2=NN2C1C=CC(=C2)OCC